(S)-2-(aminomethyl)indolin-6-ol NC[C@H]1NC2=CC(=CC=C2C1)O